ClC=1C(=C(C=CC1)[C@H]1[C@@H](N[C@H]([C@]1(C#N)C1=C(C=C(C=C1)Cl)F)CC(C)(C)C)C(=O)NC1=C(C=C(C(=O)O)C=C1)OC)F 4-[[(2R,3S,4R,5S)-3-(3-chloro-2-fluoro-phenyl)-4-(4-chloro-2-fluoro-phenyl)-4-cyano-5-(2,2-dimethylpropyl)pyrrolidine-2-carbonyl]amino]-3-methoxy-benzoic acid